5-methoxy-α-monodeutero-N-monomethyltryptamine COC1=CC=C2NC=C(CC(NC)[2H])C2=C1